OC1=CC(=C2C(C[C@@H](OC2=C1CC=C(C)C)C1=CC=C(C=C1)O)=O)OC (R)-7-Hydroxy-2-(4-hydroxyphenyl)-5-methoxy-8-(3-methylbut-2-en-1-yl)chroman-4-one